CN1N=C(C=2C1=NN=C(C2)C=2C(NC(NC2)=O)=O)O[C@@H](C(F)F)C2=NC=CC(=C2)OC(C(F)(F)F)C 5-[1-methyl-3-[(1R)-2,2-difluoro-1-[4-(2,2,2-trifluoro-1-methyl-ethoxy)-2-pyridyl]ethoxy]pyrazolo[3,4-c]pyridazin-5-yl]-1H-pyrimidine-2,4-dione